N1C(=NC2=C1C=CC=C2)C2=CC(=NN2C)NC(=O)C=2C=NC(=CC2)N2C[C@@H](NCC2)C N-[5-(1H-benzimidazol-2-yl)-1-methyl-pyrazol-3-yl]-6-[(3S)-3-methylpiperazin-1-yl]pyridine-3-carboxamide